BrC1=CC=C2C(=N1)C(=CN2C)C(=O)OC Methyl 5-bromo-1-methylpyrrolo[3,2-b]pyridine-3-carboxylate